C(#N)C=1C=C(C=CC1)CNC(=O)NC12CC(C1)(C2)C(F)F 1-[(3-cyanophenyl)methyl]-3-[3-(difluoromethyl)-1-bicyclo[1.1.1]pentanyl]urea